N-Methyl-N-[(2S,4S)-2-methylpiperidin-4-yl]-5-[4-(1-methyl-1H-pyrazol-4-yl)-1H-pyrrolo[2,3-c]pyridin-7-yl][1,3]thiazolo[5,4-d][1,3]thiazol-2-amin Hydrochlorid Cl.CN(C=1SC=2N=C(SC2N1)C=1N=CC(=C2C1NC=C2)C=2C=NN(C2)C)[C@@H]2C[C@@H](NCC2)C